6-Bromo-5-fluoro-3-(((2R,7aS)-2-fluoro-tetrahydro-1H-pyrrolizin-7a(5H)-yl)methoxy)-N-(pyridazin-3-ylmethyl)-7,9-dihydrofuro[3,4-f]-quinazolin-1-amine BrC=1C2=C(C3=C(N=C(N=C3C1F)OC[C@]13CCCN3C[C@@H](C1)F)NCC=1N=NC=CC1)COC2